5-(methoxymethoxy)pyridine-4-sulfonyl chloride COCOC=1C(=CC=NC1)S(=O)(=O)Cl